tert-butyl (3-(allyloxy)-4-methoxyphenyl)carbamate C(C=C)OC=1C=C(C=CC1OC)NC(OC(C)(C)C)=O